8-oxo-2,2-dimethyloctanoic acid ethyl ester C(C)OC(C(CCCCCC=O)(C)C)=O